NC(CC(=O)O)C(NC(C(=O)OCC(C)C)CO)=O 3-amino-3-{[3-hydroxy-1-(2-methylpropyloxy)-1-oxopropan-2-yl]carbamoyl}propanoic acid